2-xylenylacetylene C1(C(C=CC=C1)C)(C)C#C